8-(3-amino-6-(2-hydroxyphenyl)pyridazin-4-yl)-2,8-diazaspiro[4.5]decan-3-one NC=1N=NC(=CC1N1CCC2(CC(NC2)=O)CC1)C1=C(C=CC=C1)O